3,3-dihexyl-cyclopropene C(CCCCC)C1(C=C1)CCCCCC